CS(=O)(=O)C1=C(C=CC(=C1)C(F)(F)F)CC1CC2(CN(C2)C(=O)N2CC3(C2)NC(COC3)=O)C1 2-[6-[[2-methylsulfonyl-4-(trifluoromethyl)phenyl]methyl]-2-azaspiro[3.3]heptane-2-carbonyl]-8-oxa-2,5-diazaspiro[3.5]nonan-6-one